(1-methyl-1H-pyrazol-4-yl)-N-(1-methylpiperidin-4-yl)sulfamide hydrochloride Cl.CN1N=CC(=C1)N(S(=O)(=O)N)C1CCN(CC1)C